(E)-N'-hydroxy-N-methyl-6-(methyl-(piperidin-4-yl)amino)-N-(2-oxo-1,2-dihydro-pyrimidin-5-yl)pyridazine-3-carboximidamide O\N=C(\N(C=1C=NC(NC1)=O)C)/C=1N=NC(=CC1)N(C1CCNCC1)C